N-(2-{4-[2-(2-aminopyridin-3-yl)-5-phenylimidazo[4,5-b]pyridin-3-yl]phenyl}ethyl)-4-formyl-3-hydroxybenzamide NC1=NC=CC=C1C1=NC=2C(=NC(=CC2)C2=CC=CC=C2)N1C1=CC=C(C=C1)CCNC(C1=CC(=C(C=C1)C=O)O)=O